FC1=CC=C(C=C1)C=1C(=CC2=CN(N=C2C1)CCC(C)(O)C)[N+](=O)[O-] 4-(6-(4-fluorophenyl)-5-nitro-2H-indazol-2-yl)-2-methylbutan-2-ol